β-leucine methyl ester hydrochloride Cl.COC(C[C@@H](N)C(C)C)=O